N1=CC=C(C=C1)OC(=O)N1CCCC1 pyridin-4-ylpyrrolidine-1-carboxylate